2-Amino-6-(3-hydroxypropyl)-7-oxo-6-phenyl-4,5,6,7-tetrahydrobenzo[b]thiophene-3-carboxamide NC1=C(C2=C(S1)C(C(CC2)(C2=CC=CC=C2)CCCO)=O)C(=O)N